ClC=1C(N(C(=CC1OCC1=C(CNC(=O)NCC2CC2)C=C(C=C1)F)C)C1=C(C=CC=C1F)F)=O 1-(2-((3-chloro-1-(2,6-difluorophenyl)-1,2-dihydro-6-methyl-2-oxopyridin-4-yloxy)methyl)-5-fluorobenzyl)-3-(cyclopropylmethyl)urea